BrC1=C2N(C=3C(=C(C=C(C13)N(C(OC(C)(C)C)=O)CC#N)Cl)Cl)CCN(C2=O)COCC[Si](C)(C)C tert-Butyl N-[10-bromo-6,7-dichloro-1-oxo-2-(2-trimethyl silyl ethoxymethyl)-3,4-dihydropyrazino[1,2-a]indol-9-yl]-N-(cyanomethyl)carbamate